S(=O)(=O)(OCCOCCOCCOCCOCCOCCOCCOCCOCCOCCOCCOCCOC(CN1C(=NC=2C(=NC=3C=CC=CC3C21)NC(C2=CC=CC=C2)(C2=CC=CC=C2)C2=CC=CC=C2)COCC)(C)C)[O-].[Na+] sodium 38-(2-(ethoxymethyl)-4-(tritylamino)-1H-imidazo[4,5-c]quinolin-1-yl)37,37-dimethyl-3,6,9,12,15,18,21,24,27,30,33,36-dodecaoxaoctatriacontyl sulfate